C1(CC1)C=1N=C2N(N=C(C=C2)NCCF)C1CN1C(CC(C1)C=C(F)F)=O 1-({2-cyclopropyl-6-[(2-fluoroethyl)amino]imidazo[1,2-b]pyridazin-3-yl}methyl)-4-(2,2-difluorovinyl)pyrrolidin-2-one